C1(CC1)C=1N=CC=2C=C3C(=C(C2C1)S(=O)(=O)NCC(C)(C)F)C[C@@H](C3)NC=3C=NC(=CC3)N3N=CC(=N3)C (7R)-3-cyclopropyl-N-(2-fluoro-2-methylpropyl)-7-[[6-(4-methyltriazol-2-yl)pyridin-3-yl]amino]-7,8-dihydro-6H-cyclopenta[g]isoquinoline-5-sulfonamide